3-(3,5-dimethoxyphenyl)-6-methoxy-4-benzofurancarboxylic acid-4-acetylphenyl ester C(C)(=O)C1=CC=C(C=C1)OC(=O)C=1C=C(C=C2C1C(=CO2)C2=CC(=CC(=C2)OC)OC)OC